COC1=C(C=CC(=C1)NC=1C=C2C(=NC(=NC2=CC1)C)N[C@H](C)C1=CC(=CC(=C1)C(F)(F)F)[N+](=O)[O-])CC(=O)N(C)C (R)-2-(2-methoxy-4-((2-methyl-4-((1-(3-Nitro-5-(trifluoromethyl)phenyl)ethyl)amino)quinazolin-6-yl)amino)phenyl)-N,N-dimethylacetamide